ClC=1C=NC=2N(C1)N=CC2C(=O)NC=2C(=CC1=C(C[C@@](O1)(C)CO)C2)N2CCOCC2 (S)-6-Chloro-N-(2-(hydroxymethyl)-2-methyl-6-morpholino-2,3-dihydrobenzofuran-5-yl)pyrazolo[1,5-a]pyrimidine-3-carboxamide